COC(=O)C1=CC2=C(N=C(S2)N2[C@@H]3C[C@H]([C@H](C2)CC3)OCC=3C(=NOC3C3CC3)C3=C(C=CC=C3Cl)Cl)C=C1 ((1S,4S,5R)-5-((5-cyclopropyl-3-(2,6-dichlorophenyl)isoxazol-4-yl)methoxy)-2-azabicyclo[2.2.2]oct-2-yl)benzo[d]thiazole-6-carboxylic acid methyl ester